Cl.ClC1=C(C=C(C=N1)OC1CC(C1)N)C(F)(F)F (1r,3r)-3-((6-chloro-5-(trifluoromethyl)pyridin-3-yl)oxy)cyclobutan-1-amine hydrochloride